BrC=1C(=C(C(=CC1)F)S(=O)(=O)Cl)C 3-bromo-6-fluoro-2-methylbenzenesulfonyl chloride